[Na].C(C)(=O)OC\C=C/COC(C)=O 1,4-Diacetoxy-(Z)-But-2-ene Sodium